ClC1=CC=C(N=N1)N1CC(CC1)N(C(OC(C)(C)C)=O)C1(CC1)C tert-butyl N-[1-(6-chloropyridazin-3-yl)pyrrolidin-3-yl]-N-(1-methylcyclopropyl)carbamate